2-[6-chloro-7-fluoro-1-(p-tolyl-sulfonyl)indol-4-yl]oxyacetonitrile ClC1=CC(=C2C=CN(C2=C1F)S(=O)(=O)C1=CC=C(C=C1)C)OCC#N